(3-chloro-4-(cyclopropylaminocarbonyl)aminophenoxy)-7-methoxy-6-quinolinecarboxamide ClC=1C=C(OC2=NC3=CC(=C(C=C3C=C2)C(=O)N)OC)C=CC1NC(=O)NC1CC1